C(C1=CC=CC=C1)OC=1C(C(=CN2C1C(N1[C@H](C=CC[C@H]2C1)CO)=O)C(=O)NCC1=C(C=C(C=C1F)F)F)=O (3R,7S)-12-(benzyloxy)-3-(hydroxymethyl)-1,11-dioxo-N-(2,4,6-trifluorobenzyl)-1,6,7,11-tetrahydro-3H-2,7-methanopyrido[1,2-a][1,4]diazonine-10-carboxamide